(1R,4r)-4-((R)-1-(((R)-4-(((R)-2-(4,4-difluoroazepan-1-yl)-1-(1-ethyl-1H-pyrazol-4-yl)ethyl)amino)-6-phenyl-5,6,7,8-tetrahydroquinazolin-2-yl)amino)propyl)cyclohexane-1-carboxylic acid FC1(CCN(CCC1)C[C@@H](C=1C=NN(C1)CC)NC1=NC(=NC=2CC[C@H](CC12)C1=CC=CC=C1)N[C@H](CC)C1CCC(CC1)C(=O)O)F